CC1CC2(NC(CC1)C2)C(=O)O cis-3-methyl-7-azabicyclo[4.1.1]octane-1-carboxylic acid